((6-chloro-2,3-dihydrobenzofuran-5-yl)amino)-7-cyclopropyl-9-(tetrahydro-2H-pyran-4-yl)-7,9-dihydro-8H-purin-8-one ClC1=CC2=C(CCO2)C=C1NC1=NC=C2N(C(N(C2=N1)C1CCOCC1)=O)C1CC1